N[C@@H]1C2=CC=CC=C2CC12CCN(CC2)C=2NC(C1=C(N2)NN=C1C1(CC1)C1=CC(=CC=C1)P(=O)(C)C)=O (S)-6-(1-amino-1,3-dihydrospiro[indene-2,4'-piperidin]-1'-yl)-3-(1-(3-(dimethylphosphoryl)phenyl)cyclopropyl)-1,5-dihydro-4H-pyrazolo[3,4-d]pyrimidin-4-one